C(C)N1CCN(CC1)C1CCN(CC1)C1CCN(CC1)C1=C(C=NC2=CC=C(C=C12)S(=O)C)S(=O)(=O)C1=CC(=C(C=C1)OCCCCCCCCCCCCCC)F 4-(4-(4-ethylpiperazin-1-yl)-[1,4'-bipiperidin]-1'-yl)-3-((3-fluoro-4-(tetradecyloxy)phenyl)sulfonyl)-6-(methylsulfinyl)quinoline